C1N[C@@H]([C@@H]2[C@H]1CCC2)C(=O)OC methyl (3S,3aS,6aR)-1,2,3,3a,4,5,6,6a-octahydrocyclopenta[c]pyrrole-3-carboxylate